3-[5-(4-bromophenyl)-1-[2-(trifluoromethyl)phenyl]pyrrol-2-yl]-N-(1-methyl-4-piperidinyl)benzamide BrC1=CC=C(C=C1)C1=CC=C(N1C1=C(C=CC=C1)C(F)(F)F)C=1C=C(C(=O)NC2CCN(CC2)C)C=CC1